FC(C1=CC(=C(C=C1)C1=C2C(=C(N=N1)N[C@H]1CN(C[C@@H](C1)F)C)COCC2)OCOC)F 1-(4-(difluoromethyl)-2-(methoxymethoxy)phenyl)-N-((3R,5R)-5-fluoro-1-methylpiperidin-3-yl)-7,8-dihydro-5H-pyrano[3,4-d]pyridazin-4-amine